ClC1=CC=C(C(=N1)C(=O)O)N[C@H](C)C1=C2N=C(C(=NC2=CC(=C1)C)C#N)N1C[C@H](C[C@H](C1)F)F 6-chloro-3-(((R)-1-(2-cyano-3-((3S,5R)-3,5-difluoropiperidin-1-yl)-7-methylquinoxalin-5-yl)ethyl)amino)picolinic acid